COC1=C(OC2=C(C(=O)OC(C)(C)C)C(=CC(=C2)C(F)(F)F)C)C=CC(=C1)OC(F)(F)F tert-Butyl 2-[2-methoxy-4-(trifluoromethoxy)phenoxy]-6-methyl-4-(trifluoromethyl)benzoate